2-(5-tert-octyl-3-(phenylpropan-2-yl)-2-hydroxyphenyl)benzotriazole C(C)(C)(CC(C)(C)C)C=1C=C(C(=C(C1)N1N=C2C(=N1)C=CC=C2)O)C(C)CC2=CC=CC=C2